1-(5-(2-(5-carboxy-5-methylhexyl)phenyl)pentyl)cyclopropane-1-carboxylic acid C(=O)(O)C(CCCCC1=C(C=CC=C1)CCCCCC1(CC1)C(=O)O)(C)C